6-((imidazo[1,2-b]pyridazine-2-carboxamido)methyl)-1H-indole-1-carboxylic acid tert-butyl ester C(C)(C)(C)OC(=O)N1C=CC2=CC=C(C=C12)CNC(=O)C=1N=C2N(N=CC=C2)C1